N-(2-Diethylamino-5,7-difluoro-4-oxo-4H-quinazolin-3-yl)-2-(3,5-difluoro-phenyl)-acetamide C(C)N(C1=NC2=CC(=CC(=C2C(N1NC(CC1=CC(=CC(=C1)F)F)=O)=O)F)F)CC